NC1=CC=C(C=N1)N1CCN(CC1)C(=O)C1=NC=C(C(=C1)OC)OC1=CC=CC=C1 [4-(6-Amino-pyridin-3-yl)-piperazin-1-yl]-(4-methoxy-5-phenoxy-pyridin-2-yl)-methanone